5-bromo-6-chloro-N,N-diethyl-nicotinamide BrC=1C(=NC=C(C(=O)N(CC)CC)C1)Cl